FC1=C(C=CC=C1F)C(C(C)(F)F)N[S@@](=O)C(C)(C)C (S)-N-[1-(2,3-difluorophenyl)-2,2-difluoropropyl]-2-methyl-propane-2-sulfinamide